N1(C=NC=C1)CCCCCCC(=O)O 7-(1-imidazolyl)heptanoic acid